tert-butyl 4-(5-chloro-4-(3-((2-(imidazo[1,2-a]pyridin-3-yl)propan-2-yl)(methyl)carbamoyl)azetidin-1-yl)pyrimidin-2-yl)piperazine-1-carboxylate ClC=1C(=NC(=NC1)N1CCN(CC1)C(=O)OC(C)(C)C)N1CC(C1)C(N(C)C(C)(C)C1=CN=C2N1C=CC=C2)=O